C1(=CC=CC=C1)C=1N=CN(C1)COCC[Si](C)(C)C 4-phenyl-1-((2-(trimethylsilyl)ethoxy)methyl)-1H-imidazole